BrCC(=O)C1=C(C=C(C=C1)OC)F 2-bromo-1-(2-fluoro-4-methoxyphenyl)ethan-1-one